N,N-diglycidyl-furfuryl-amine C(C1CO1)N(CC1CO1)CC1=CC=CO1